6-chloro-2-ethyl-4,5-dimethylpyridazin-3(2H)-one ClC=1C(=C(C(N(N1)CC)=O)C)C